N-{4-[(3-chloro-2-fluorophenyl)amino]-7-{2-[(3S)-3-fluoro-1-methylpyrrolidin-3-yl]ethynyl}quinazolin-6-yl}prop-2-enamide ClC=1C(=C(C=CC1)NC1=NC=NC2=CC(=C(C=C12)NC(C=C)=O)C#C[C@@]1(CN(CC1)C)F)F